2-(3'-sec-butyl-5'-tert-butyl-2'-hydroxy-5'-methylphenyl)-5-chlorobenzotriazole C(C)(CC)C1=C(C(=CC(C1)(C)C(C)(C)C)N1N=C2C(=N1)C=CC(=C2)Cl)O